FC1=C(OC2=CC=C(C=C2)C2=NN(C3=C2C=NC=C3)[C@H]3CN(CCC3)C(C=C)=O)C=CC=C1OC (R)-1-(3-(3-(4-(2-fluoro-3-methoxyphenoxy)phenyl)-1H-pyrazolo[4,3-c]pyridin-1-yl)piperidin-1-yl)prop-2-en-1-one